BrC=1N=C(SC1)SCCC(C#N)C#N 2-[2-(4-bromothiazol-2-yl)sulfanylethyl]propanedinitrile